4-((3S,5R)-4-propenoyl-3,5-dimethylpiperazin-1-yl)-7-(2-amino-3,5-dichloro-6-fluorophenyl)-6-chloro-1-(4,6-diisopropylpyrimidin-5-yl)-2-oxo-1,2-dihydro-1,8-naphthyridine-3-carbonitrile C(C=C)(=O)N1[C@H](CN(C[C@H]1C)C1=C(C(N(C2=NC(=C(C=C12)Cl)C1=C(C(=CC(=C1F)Cl)Cl)N)C=1C(=NC=NC1C(C)C)C(C)C)=O)C#N)C